N-(3-(5-(tert-butylamino)-4-hydroxypentan-2-yl)-4-fluorophenyl)-4-cyclopropyl-2-(4-fluoro-2-methylphenoxy)-5-(trifluoromethyl)benzamide C(C)(C)(C)NCC(CC(C)C=1C=C(C=CC1F)NC(C1=C(C=C(C(=C1)C(F)(F)F)C1CC1)OC1=C(C=C(C=C1)F)C)=O)O